2-{[(2S)-4-{6-[(4-Chloro-2-fluorobenzyl)oxy]pyridin-2-yl}-2-methylpiperazin-1-yl]methyl}-1-[(2S)-oxetan-2-ylmethyl]-1H-benzimidazol ClC1=CC(=C(COC2=CC=CC(=N2)N2C[C@@H](N(CC2)CC2=NC3=C(N2C[C@H]2OCC2)C=CC=C3)C)C=C1)F